ClC=1N=CC2=C(N1)N(C=C2Cl)COCC[Si](C)(C)C 2,5-dichloro-7-((2-(trimethylsilyl)ethoxy)methyl)-7H-pyrrolo[2,3-d]pyrimidine